ethyl 4-cyanobenzoate C(#N)C1=CC=C(C(=O)OCC)C=C1